4-(4-chloro-2-cyanophenyl)isoindoline-2-carbonitrile ClC1=CC(=C(C=C1)C1=C2CN(CC2=CC=C1)C#N)C#N